C(#N)C=1C=C2C(=CC=NC2=CC1)NC=1C=C(C(=O)NC2=NC=CC(=C2)NC2=CC=CC=C2)C=CC1 3-((6-cyanoquinolin-4-yl)amino)-N-(4-(phenylamino)pyridin-2-yl)benzamide